BrC1=C(C=C(C(=O)N2CC=3N(CC2)C(N(C3C(=O)NCC3=CC=C(C=C3)S(=O)(=O)C)C3=CC=C(C=C3)OC(C)C)=O)C=C1)Cl 7-(4-bromo-3-chloro-benzoyl)-2-(4-isopropoxyphenyl)-N-[(4-methylsulfonylphenyl)methyl]-3-oxo-6,8-dihydro-5H-imidazo[1,5-a]pyrazine-1-carboxamide